2-(1-((2-((2-(4,7-diaza-spiro[2.5]octan-7-yl)pyrimidin-5-yl)oxy)-6-(3,5-dichlorophenyl)pyridin-4-yl)methyl)piperidin-4-yl)acetic acid C1CC12NCCN(C2)C2=NC=C(C=N2)OC2=NC(=CC(=C2)CN2CCC(CC2)CC(=O)O)C2=CC(=CC(=C2)Cl)Cl